N,N-dimethyl-1-(octyloxy)-3-({8-[(1S,2S)-2-1-[(1R,2R)-2-pentylcyclopropyl]methyl-1-cyclopropyl]octyl}oxy)propan-2-amine CN(C(COCCCCCCCC)COCCCCCCCC[C@@H]1[C@@H](C1)C[C@@H]1[C@@H](C1)CCCCC)C